N-butyl-Amid C(CCC)[NH-]